[O-]P([O-])(=O)OP(=O)([O-])[O-].[NH4+].[NH4+].[NH4+].[NH4+] ammonium diphosphate